Ethylene diformate C(=O)OCCOC=O